5-mercapto-2-thienyl-butane SC1=CC=C(S1)CCCC